(R)-3-(5-(3-((cyclopentylmethyl)amino)piperidin-1-yl)pyridin-2-yl)-N-(4-oxo-4H-pyrido[1,2-a]pyrimidin-2-yl)oxetane-3-carboxamide C1(CCCC1)CN[C@H]1CN(CCC1)C=1C=CC(=NC1)C1(COC1)C(=O)NC=1N=C2N(C(C1)=O)C=CC=C2